butyl N-[(1S)-2-amino-1-methyl-2-oxo-ethyl]carbamate NC([C@H](C)NC(OCCCC)=O)=O